1-[(2-isopropyl-5-methyl-phenyl)carbamothioyl]-3-[4-[4-[1-[4-(trifluoromethoxy)phenyl]-1H-1,2,4-triazol-3-yl]phenyl]butyl]urea C(C)(C)C1=C(C=C(C=C1)C)NC(=S)NC(=O)NCCCCC1=CC=C(C=C1)C1=NN(C=N1)C1=CC=C(C=C1)OC(F)(F)F